N4-cyclohexyl-N2-(2-methoxy-4-(methyl-sulfonyl)phenyl)-7H-pyrrolo[2,3-d]pyrimidine-2,4-diamine 2,2,2-trifluoroacetate FC(C(=O)O)(F)F.C1(CCCCC1)NC=1C2=C(N=C(N1)NC1=C(C=C(C=C1)S(=O)(=O)C)OC)NC=C2